COCC=1NC(=NN1)C=1C=C(C(=O)N2CCC(CC2)C2=C(C#N)C=CC=C2)C=CC1 (1-(3-(5-(methoxymethyl)-4H-1,2,4-triazol-3-yl)benzoyl)piperidin-4-yl)benzonitrile